tert-butyl 4-(3-(2,6-dioxopiperidin-3-yl)benzo[d]isoxazol-6-yl)piperidine-1-carboxylate O=C1NC(CCC1C1=NOC2=C1C=CC(=C2)C2CCN(CC2)C(=O)OC(C)(C)C)=O